CC(C[C@@H]1N(CCC2=C1NC1=CC=C(C=C21)N2N=NC=C2)C2=NC=NC(=N2)C(F)(F)F)C (1S)-1-(2-methylpropyl)-6-(1H-1,2,3-triazol-1-yl)-2-[4-(trifluoromethyl)-1,3,5-triazin-2-yl]-2,3,4,9-tetrahydro-1H-pyrido[3,4-b]indole